3-((2-fluoro-4-iodophenyl)amino)isonicotinamide FC1=C(C=CC(=C1)I)NC1=C(C(=O)N)C=CN=C1